1-((4R,5R,7R,8R)-8-hydroxy-7-(hydroxymethyl)-6-oxa-1-thiaspiro[3.4]-octan-5-yl)pyrimidine-2,4(1H,3H)-dione O[C@@H]1[C@H](O[C@H]([C@@]12CCS2)N2C(NC(C=C2)=O)=O)CO